tert-butyl 3-[2-[4-(2,6-dibenzyloxy-3-pyridyl)phenyl]ethynyl]-3-fluoroazetidine-1-carboxylate C(C1=CC=CC=C1)OC1=NC(=CC=C1C1=CC=C(C=C1)C#CC1(CN(C1)C(=O)OC(C)(C)C)F)OCC1=CC=CC=C1